COC(C1=CC=C(C=C1)CNC1=CC(=CC=C1)F)=O.FC=1C=C(C=CC1)N(C(=O)OC1=CC=C(C=C1)[N+](=O)[O-])CC1=CC=C(C(=O)OC)C=C1 methyl 4-(((3-fluorophenyl)((4-nitrophenoxy)carbonyl)amino)methyl)benzoate Methyl-4-((3-fluorophenylamino)methyl)benzoate